COC(C(CCCCCCCCCCCCCCC)N1C(CCC2=CC=C(C=C12)CCN1CCN(CC1)C1=CC(=CC2=C1C=CS2)F)=O)=O (7-(2-(4-(6-fluorobenzothiophen-4-yl)piperazin-1-yl)ethyl)-2-oxo-3,4-dihydroquinoline-1(2H)-yl)heptadecanoic acid methyl ester